COC1=C(C(=CC=C1)OC)S(=O)(=O)NC1=NOC2=C1C(=CC(=C2)CN2N=C1C(=C2)CN(C1)C#CC)OC 2,6-dimethoxy-N-(4-methoxy-6-((5-propynyl-5,6-dihydropyrrolo[3,4-c]pyrazol-2(4H)-yl)methyl)benzo[d]isoxazol-3-yl)benzenesulfonamide